Rac-(1S,2S,4R)-4-amino-2-methylcyclohexane-1-ol N[C@H]1C[C@@H]([C@H](CC1)O)C |r|